(R)-4-(3-(Ethyl(methyl)amino)-3-(3-(trifluoromethyl)-phenethyl)piperidin-1-yl)-2,6-difluoro-N-(pyrimidin-4-yl)benzenesulfonamide formate C(=O)O.C(C)N([C@]1(CN(CCC1)C1=CC(=C(C(=C1)F)S(=O)(=O)NC1=NC=NC=C1)F)CCC1=CC(=CC=C1)C(F)(F)F)C